2-((2,6-diaminopyridin-3-yl)diazenyl)phenol hydrogen chloride Cl.NC1=NC(=CC=C1N=NC1=C(C=CC=C1)O)N